resorcinoldiglycidyl ether diacrylate C(C=C)(=O)O.C(C=C)(=O)O.C=1(O)C2=C(O)C(=CC1)C1C(COCC3C2O3)O1